COC1=C2C(C=C(OC2=CC(=C1)OC)C1=CC=CC=C1)=O 5,7-dimethoxyflavone